N-propyl-N'-pyrimidin-2-yl-propane-1,3-diamine C(CC)NCCCNC1=NC=CC=N1